di-tert-butyl-dichloro-(4-dimethylaminophenyl)palladium C(C)(C)(C)[Pd](C1=CC=C(C=C1)N(C)C)(Cl)(Cl)C(C)(C)C